6-chloro-3-[[(1R)-1-(2-ethylsulfanyl-3,6-dimethyl-4-oxo-benzopyran-8-yl)ethyl]amino]pyridine-2-carboxylic acid tert-butyl ester C(C)(C)(C)OC(=O)C1=NC(=CC=C1N[C@H](C)C1=CC(=CC=2C(C(=C(OC21)SCC)C)=O)C)Cl